FC1(OC(OC1(F)F)(C(F)(F)F)C(=O)[O-])C(F)(F)F.[Na+] sodium perfluoro(2,4-dimethyl-1,3-dioxolan-2-yl)carboxylate salt